COC1=C(CNC=2C=3N(C4=CC=C(C=C4N2)C=2C=NN(C2C2=C(C4=CC=CC=C4C=C2F)C#N)C)C=NC3)C=CC(=C1)OC 2-(4-(4-((2,4-dimethoxybenzyl)amino)imidazo[1,5-a]quinoxalin-7-yl)-1-methyl-1H-pyrazol-5-yl)-3-fluoro-1-naphthalonitrile